6-(piperidin-1-ylsulfonyl)benzo[d]thiazol-2-amine N1(CCCCC1)S(=O)(=O)C1=CC2=C(N=C(S2)N)C=C1